ClC1=CC=CC2=C1C=CN=NN2 6-chlorobenzotriazepine